C(C)(C)(C)OC(CN1CCN(CC1)C=1C=C(CN2CCCC23CCN(CC3)C(=O)OC(C(F)(F)F)C(F)(F)F)C=C(C1)C(F)(F)F)=O 1,1,1,3,3,3-hexafluoropropan-2-yl 1-(3-(4-(2-(tert-butoxy)-2-oxoethyl)piperazin-1-yl)-5-(trifluoromethyl)benzyl)-1,8-diazaspiro[4.5]decane-8-carboxylate